CN1CCC(CC1)CNC=1C=C2CCN=CC2=CC1C1=CC=C(C=C1)C(F)(F)F 6-(((1-methylpiperidin-4-yl)methyl)amino)-7-(4-(trifluoromethyl)phenyl)-3,4-dihydroisoquinoline